C(C)(C)OC1=C(C=C2C(=CN=C(C2=C1)OC[C@H]1NC(CC1)=O)C#CC1CCN(CC1)C)C(=O)N (S)-7-isopropoxy-4-((1-methylpiperidin-4-yl)ethynyl)-1-((5-oxopyrrolidin-2-yl)methoxy)isoquinoline-6-carboxamide